BrC1=CC(=CC(=C1)C(C)(C)C)Br 1,3-dibromo-5-(tert-butyl)benzene